(Rac)-N-[4-(5-methyl-4-oxo-3-phenyl-4,5,6,7-tetrahydro-1H-pyrrolo[3,2-c]pyridin-2-yl)pyridin-2-yl]-2-(pyridin-4-yl)propanamide CN1C(C2=C(CC1)NC(=C2C2=CC=CC=C2)C2=CC(=NC=C2)NC([C@H](C)C2=CC=NC=C2)=O)=O |r|